(2R)-2-[[(2S)-2-(tert-butoxycarbonylamino)-3-(4-fluorophenyl)propanoyl]amino]-4-methyl-pentanoic acid C(C)(C)(C)OC(=O)N[C@H](C(=O)N[C@@H](C(=O)O)CC(C)C)CC1=CC=C(C=C1)F